2,2-bis(4-hydroxy-phenyl)propane OC1=CC=C(C=C1)C(C)(C)C1=CC=C(C=C1)O